1-(methyl-d3)Piperidin-4-amine C(N1CCC(CC1)N)([2H])([2H])[2H]